C(SC1=CC=C(C=C1)N1CCN(CC1)C(=O)C1CC1)(OCC)=S S-(4-(4-(cyclopropanecarbonyl) piperazin-1-yl) phenyl) O-ethyl dithiocarbonate